COCC=1C=C(C(=NC1)C(=O)OC)C(=O)[O-] methyl 5-methoxymethylpyridine-2,3-dicarboxylate